C(C1=CC=CC=C1)N1SC(N(C1=O)CCCl)=O 2-benzyl-4-(2-chloroethyl)-1,2,4-thiadiazole-3,5-dione